N-(5,6-diphenyl-1,2,4-triazin-3-yl)propanamide C1(=CC=CC=C1)C=1N=C(N=NC1C1=CC=CC=C1)NC(CC)=O